[C@@H]1([C@H](O)[C@H](O)[C@@H](CN[C@@H](CCCN)C(=O)O)O1)N1C=NC=2C(N)=NC=NC12 adenosylornithine